p-toluenesulfinic acid pyridine salt N1=CC=CC=C1.CC1=CC=C(C=C1)S(=O)O